methyl 7-(4-(1-methyl-1H-1,2,3-triazol-4-yl) benzyl)-2,3-dihydrofuro[3,2-b]pyridine-5-carboxylate CN1N=NC(=C1)C1=CC=C(CC2=C3C(=NC(=C2)C(=O)OC)CCO3)C=C1